1,2-bis(4-(trifluoromethoxy)phenyl)hydrazine FC(OC1=CC=C(C=C1)NNC1=CC=C(C=C1)OC(F)(F)F)(F)F